Methyl (2S)-3-(1H-imidazol-5-yl)-2-[[(2S)-2-[(4-methoxy-1H-indole-2-carbonyl)amino]-4-methyl-pentanoyl]amino]propanoate N1C=NC=C1C[C@@H](C(=O)OC)NC([C@H](CC(C)C)NC(=O)C=1NC2=CC=CC(=C2C1)OC)=O